BrC=1C=C2CCC(CC2=CC1)OC 6-bromo-2-methoxy-1,2,3,4-tetrahydronaphthalene